5-chloro-3-hydroxy-8-(thien-2-ylsulfonyl)quinazoline-2,4(1H,3H)-dione ClC1=C2C(N(C(NC2=C(C=C1)S(=O)(=O)C=1SC=CC1)=O)O)=O